FC1(COC1)CNC(C1=CC=C(C=C1)C#CC1=C(C=CC=C1)F)=O N-((3-fluorooxetan-3-yl)methyl)-4-((2-fluorophenyl)ethynyl)benzamide